7-methyl-2-(6-(trifluoromethyl)pyridin-2-yl)-2,8-diazaspiro[4.5]decan-1-one hydrochloride Cl.CC1CC2(CCN(C2=O)C2=NC(=CC=C2)C(F)(F)F)CCN1